C1(CC1)S(=O)(=O)N1N=CC(=C1)C1=NC=CC(=N1)NC1=NC=C(C(=C1C(C)C)N)C#CC=1N=C(SC1)C N2-(2-(1-(Cyclopropylsulfonyl)-1H-pyrazol-4-yl)pyrimidin-4-yl)-M-isopropyl-5-((2-methylthiazol-4-yl)ethynyl)pyridine-2,4-diamine